(2R,3S,5S)-N-(3-Carbamoyl-4-fluoro-phenyl)-3-(3,4-Difluoro-2-methoxy-phenyl)-5-methyl-5-(trifluoromethyl)tetrahydrofuran-2-carboxamid C(N)(=O)C=1C=C(C=CC1F)NC(=O)[C@@H]1O[C@@](C[C@H]1C1=C(C(=C(C=C1)F)F)OC)(C(F)(F)F)C